C(C(C(C(CCCCC)O)O)O)O 1,2,3,4-nonanetetrol